FC=1C(=NC(=CC1)F)C1=NN(C=C1NC(=O)C=1N=C(SC1)C=1C=NN(C1)CC(=O)O)C1CCC(CC1)OCC 2-(4-(4-((3-(3,6-difluoropyridin-2-yl)-1-((1r,4r)-4-ethoxycyclohexyl)-1H-pyrazol-4-yl)carbamoyl)thiazol-2-yl)-1H-pyrazol-1-yl)acetic acid